5-[3-(2,1,3-benzoxadiazol-5-yl)-1,2,4-oxadiazol-5-yl]-2-[(2,2,2-trifluoroethyl)amino]benzonitrile N=1ON=C2C1C=CC(=C2)C2=NOC(=N2)C=2C=CC(=C(C#N)C2)NCC(F)(F)F